C(C=C)OC1=C(C=C(C=C1OC)CCN)OC 4-Allyloxy-3,5-dimethyloxyphenylethylamine